O=C1NC(CCC1NC(=O)C1=C(C=CC=C1[N+](=O)[O-])CC(=O)O)=O 2-(2-((2,6-dioxopiperidin-3-yl)carbamoyl)-3-nitrophenyl)acetic acid